(3,4-epoxyhexyl)ethyl-trimethoxysilane C(CC1C(CC)O1)CO[Si](OC)(OC)CC